5-((4-nitrophenoxy-carbonyl)oxy)cyclooctyne [N+](=O)([O-])C1=CC=C(OC(=O)OC2CCC#CCCC2)C=C1